N-propenyl-phthalimide C(=CC)N1C(C=2C(C1=O)=CC=CC2)=O